Cl.ClC=1C=CC2=C(N(C3=C(CC2)C=CC=C3)CCCNC/C=C/C(=O)NC3=CC=CC=C3)C1 (E)-4-{[3-(3-chloro-10,11-dihydro-5H-dibenzo[b,f]azepin-5-yl)propyl]amino}-N-phenyl-but-2-enamide hydrochloride